C1(=CC=CC2=CC=CC=C12)C1=CC=C(C=C1)C1=CC=C(C=C1)NC1=CC=CC=C1 [4'-(1-naphthyl)biphenyl-4-yl]phenylamine